C(CCC)OC1=CN=CC=2N1C(=NC2C2=CC=C(C=C2)OC2=C(C(=CC=C2)OC)F)[C@H]2CN(CC2)C(C#CC)=O (R)-1-(3-(5-butoxy-1-(4-(2-fluoro-3-methoxyphenoxy)phenyl)imidazo[1,5-a]pyrazin-3-yl)pyrrolidin-1-yl)but-2-yn-1-one